S1C=CC2=C1CC(CC2)=NO 5,7-dihydro-4H-benzothiophen-6-one oxime